ethyl (E)-6-(2-(carbethoxy) but-1-en-1-yl)-5-nitronicotinate C(=O)(OCC)/C(=C/C1=NC=C(C(=O)OCC)C=C1[N+](=O)[O-])/CC